N-[4-(4-methyl-1,4-diazepan-1-yl)-8-oxo-11-thia-1,3,5-triazatetracyclo[8.7.0.02,7.012,17]heptadeca-2(7),3,5,9,12(17),13,15-heptaen-9-yl]3-(1-piperazinyl)propionamide CN1CCN(CCC1)C1=NC=2N3C=4C=CC=CC4SC3=C(C(C2C=N1)=O)NC(CCN1CCNCC1)=O